Cl.CC1OC2=C(C1N)C=CC=C2 2-methyl-2,3-dihydrobenzofuran-3-amine hydrochloride